Pyridinium Indole N1C=CC2=CC=CC=C12.[NH+]1=CC=CC=C1